NC1=CC(=C(C=O)C=C1)F 4-AMINO-2-FLUOROBENZALDEHYDE